CC=1N=C2N(N=C(C=C2C)C=2N=C3N(C(C2)=O)C=C(C=C3)N3C[C@@H](N[C@H](C3)C)C)C1 2-(2,8-Dimethylimidazo[1,2-b]pyridazin-6-yl)-7-((3S,5S)-3,5-dimethylpiperazin-1-yl)-4H-pyrido[1,2-a]pyrimidin-4-one